arsenothioate [As]([O-])([O-])([O-])=S